C1(CCC1)S (cyclobutyl)sulfane